2-(2,6-dioxopiperidin-3-yl)-5-(((1s,2r)-1-(ethylamino)-2,3-dihydro-1H-inden-2-yl)(methyl)amino)isoindoline-1,3-dione O=C1NC(CCC1N1C(C2=CC=C(C=C2C1=O)N(C)[C@H]1[C@H](C2=CC=CC=C2C1)NCC)=O)=O